(S)-[1-(4-METHOXY-PHENYL)-3-OXO-PROPYL]-CARBAMIC ACID TERT-BUTYL ESTER C(C)(C)(C)OC(N[C@@H](CC=O)C1=CC=C(C=C1)OC)=O